ClC1=C(C(C(=O)NC2=C(C=C(C=C2)C(C(F)(F)F)(C(F)(F)F)F)C)=CC=C1)C(=O)N[C@@H](CS(=O)(=O)C)C (R)-3-chloro-N1-{2-methyl-4-[1,2,2,2-tetrafluoro-1-(trifluoromethyl)ethyl]phenyl}-N2-(1-methyl-2-methylsulfonylethyl)phthalamide